4,5,6,7-tetrahydrobenzothiazol-7-ol S1C=NC2=C1C(CCC2)O